2-((2R,5S)-4-(2-chloro-8-methyl-9H-purin-6-yl)-2-ethyl-5-methylpiperazin-1-yl)-2,2-bis(4-fluorophenyl)ethan-1-ol ClC1=NC(=C2N=C(NC2=N1)C)N1C[C@H](N(C[C@@H]1C)C(CO)(C1=CC=C(C=C1)F)C1=CC=C(C=C1)F)CC